3,5-diacetamido-2,4,6-triiodobenzoate C(C)(=O)NC=1C(=C(C(=O)[O-])C(=C(C1I)NC(C)=O)I)I